C(#N)C1=CC(=C(COC2=CC=CC(=N2)C2CCN(CC2)CC2=NC3=C(N2C[C@H]2OCC2)C=C(C2=C3OCCO2)C(=O)O)C=C1)F (S)-2-((4-(6-((4-Cyano-2-fluorobenzyl)oxy)pyridin-2-yl)piperidin-1-yl)methyl)-3-(oxetan-2-ylmethyl)-7,8-dihydro-3H-[1,4]dioxino[2',3':3,4]benzo[1,2-d]imidazole-5-carboxylic acid